C(CCC)C1C(=NN(C1(C(=O)NCC1(CN(C1)C)OC)C)C1=CC=C(C=C1)C)C1=CC=C(C=C1)F 4-butyl-3-(4-fluorophenyl)-N-((3-methoxy-1-methylazetidin-3-yl)methyl)-5-methyl-1-(p-tolyl)-4,5-dihydro-1H-pyrazole-5-carboxamide